NC1=CC=C(C=N1)/C=C/C(=O)NCC=1OC2=C(C1)C=C(C=C2C(F)(F)F)C2=NC=C(C=C2)C(=O)N2CC(C2)(F)F (E)-3-(6-aminopyridin-3-yl)-N-((5-(5-(3,3-difluoroazetidine-1-carbonyl)pyridin-2-yl)-7-(trifluoromethyl)benzofuran-2-yl)methyl)acrylamide